4-dimethylamino-2'-hydroxy-4'-methoxy-5'-(piperazin-1-yl)methyl-chalcone tert-butyl-((1S,3R)-3-(6-bromo-2-(methylsulfonyl)-1H-imidazo[4,5-c]pyridin-1-yl)cyclohexyl)carbamate C(C)(C)(C)N(C(O)=O)[C@@H]1C[C@@H](CCC1)N1C(=NC=2C=NC(=CC21)Br)S(=O)(=O)C.CN(C2=CC=C(C=C2)\C=C\C(=O)C2=C(C=C(C(=C2)CN2CCNCC2)OC)O)C